O-ethyl S-(4-(4-(methylsulfonyl) piperazin-1-yl) phenyl) carbonodithioate C(OCC)(=S)SC1=CC=C(C=C1)N1CCN(CC1)S(=O)(=O)C